BrC1=C(C(=C(C=2N(C=NC21)C2OCCCC2)F)F)OC=2C=CC(=C(C(N)=S)C2)F 5-((4-bromo-6,7-difluoro-1-(tetrahydro-2H-pyran-2-yl)-1H-benzo[d]imidazol-5-yl)oxy)-2-fluoro-benzothioamide